NCCCN(CC1=NC=CC=C1)CCCN N,N-bis(3-aminopropyl)-2-pyridinemethylamine